4-bromo-2-(cyclopropyloxy)benzaldehyde BrC1=CC(=C(C=O)C=C1)OC1CC1